C1C(C12CC2)C2=NOC(=C2)N 3-Spiro[2.2]pentan-2-ylisoxazol-5-amine